copper isopropyl isooctyl dithiophosphate P(=S)(SC(C)C)(OCCCCCC(C)C)[O-].[Cu+2].C(C)(C)SP(=S)(OCCCCCC(C)C)[O-]